N1C(=NC2=C1C=CC=C2)CNC2=NC(=NC=1N2N=CC1Br)SC N-[(1H-benzimidazol-2-yl)methyl]-8-bromo-2-(methylsulfanyl)pyrazolo[1,5-a][1,3,5]triazin-4-amine